2-(anti-4,4-difluoro-2-(methyl-d3)cyclohexyl)-4-(2,5-difluorophenyl)pyridin-3-amine FC1(CC(C(CC1)C1=NC=CC(=C1N)C1=C(C=CC(=C1)F)F)C([2H])([2H])[2H])F